m-methoxybenzyl bromide COC=1C=C(CBr)C=CC1